CC1=CNC2=NC=CC(=C21)OC2=CC=C1C[C@@H](NCC1=C2)CO (R)-(7-((3-methyl-1H-pyrrolo[2,3-b]pyridin-4-yl)oxy)-1,2,3,4-tetrahydroisoquinolin-3-yl)methanol